CC1=NN=C(S1)S 5-methyl-2-mercapto-1,3,4-thiadiazole